4,4-difluoro-cyclohexan-1-amine FC1(CCC(CC1)N)F